C(C1=CC=CC=C1)(C1=CC=CC=C1)N1CCC(CC1)N1CC2=CC=C(C=C2CC1)NCC 2-(1-benzhydryl-piperidin-4-yl)-N-ethyl-1,2,3,4-tetrahydroisoquinolin-6-amine